1-(6-(4-(2-fluorophenyl)-7-(8-methylnaphthalen-1-yl)-7H-pyrrolo[2,3-d]pyrimidin-2-yl)-2,6-diazaspiro[3.4]octan-2-yl)prop-2-en-1-one FC1=C(C=CC=C1)C=1C2=C(N=C(N1)N1CC3(CN(C3)C(C=C)=O)CC1)N(C=C2)C2=CC=CC1=CC=CC(=C21)C